NC1=CC(=C2C(=N1)C=C(S2)C2=CC=NN2C2OCCCC2)NC2CC(C2)O 3-((5-amino-2-(1-(tetrahydro-2H-pyran-2-yl)-1H-pyrazol-5-yl)thieno[3,2-b]pyridin-7-yl)amino)cyclobutanol